Eicosanoic acid 2,3-dihydroxypropyl ester OC(COC(CCCCCCCCCCCCCCCCCCC)=O)CO